N-(3-cyano-4-morpholinylphenyl)-N-(4-fluorobenzyl)benzenesulfonamide C(#N)C=1C=C(C=CC1N1CCOCC1)N(S(=O)(=O)C1=CC=CC=C1)CC1=CC=C(C=C1)F